C(CCC)(=O)NC1=NC2=C(N1)C=C(C=C2)C=2C=C(C(=O)NCC1=CC=C(C=C1)C)C=CC2 3-(2-butyrylamino-1H-benzo[d]imidazol-6-yl)-N-(4-methylbenzyl)benzamide